C(C=C)(=O)N=[N+]=[N-] Acryloyl Azide